C(C)(C)(C)OC(NC12CC(C1)(C2)[C@H](C)N)=O {3-[(1S)-1-aminoethyl]bicyclo[1.1.1]pentan-1-yl}carbamic acid tert-butyl ester